Thianyllithium S1C(CCCC1)[Li]